ClC1=CC=C(CNC(=O)NC2CC3(C2)CN(CC3)C(C3=CC=C(C=C3)F)=O)C=C1 1-(4-chlorobenzyl)-3-((2r,4s)-6-(4-fluorobenzoyl)-6-azaspiro[3.4]octan-2-yl)urea